triethyltoluenediamine C(C)C=1C(=C(C(N)(N)CC)C=CC1)CC